BrC1=CC=C(C2=CC=CC=C12)C1=NC2=C3N=C(C=CC3=CC=C2C=C1)C1=CC=CC=C1 2-(4-bromonaphthalen-1-yl)-9-phenyl-1,10-phenanthroline